CC1=C(SC=C1)C1=CC=C(C=C1)C(C(=O)O)C 2-[4-(3-Methyl-2-thienyl)phenyl]propionic acid